C(\C=C/C(=O)[O-])(=O)[O-] cis-butenedioate